6-(2-chloro-4-fluorophenyl)-8-methyl-2-(methylsulfonyl)pyrido[2,3-d]pyrimidin-7(8H)-one ClC1=C(C=CC(=C1)F)C1=CC2=C(N=C(N=C2)S(=O)(=O)C)N(C1=O)C